C1(CCCCC1)C[C@H](C(N[C@@H](C=O)C[C@@H]1C(NCC1)=O)=O)NC(=O)C1(C2=CC=CC=C2C=2C=CC=CC12)O N-((R)-3-cyclohexyl-1-oxo-1-(((R)-1-oxo-3-((R)-2-oxopyrrolidin-3-yl)propan-2-yl)amino)propan-2-yl)-9-hydroxy-9H-fluorene-9-carboxamide